CO\N=C\1/NC2=C(C=C(C=C2C(N1CC=1C=NN(C1)C)=O)S(=O)(=O)NC1(CC1)C)C1C[C@H](NCC1)C (2E)-2-methoxyimino-N-(1-methylcyclopropyl)-3-[(1-methylpyrazol-4-yl)methyl]-4-oxo-8-[(2R)-2-methyl-4-piperidinyl]-1H-quinazoline-6-sulfonamide